C(=C)[Si](C)(C)C(C)(C)C vinyl-t-butyldimethylsilane